C1(CCC1)NC=1C=NC=C(C1)C1CC1 3-(cyclobutylamino)-5-cyclopropylpyridine